CC=1C=C(C=CC1N1CCC(CC1)N1CCCC1)C1(NNC(=N1)N)N 3-(3-methyl-4-(4-pyrrolidin-1-ylpiperidinyl)phenyl)-1H-1,2,4-triazole-3,5-diamine